C(C)(=O)OCO\N=N/N(CC)CC (Z)-1-(acetoxymethoxy)-3,3-diethyltriaz-1-ene